C(C1=CC=CC=C1)(=O)OC(CCC)C(C(CCC)OC(C1=CC=CC=C1)=O)CC 5-ethyl-4,6-nonanediol dibenzoate